C1(=CC=CC=C1)OC(C)OC1=CC=CC=C1 diphenyl-oxyethane